4-(4-bromophenyl)-4-oxobutanal BrC1=CC=C(C=C1)C(CCC=O)=O